COC1=C(C=C(C=C1)OC)/C=C/C(=O)NCCCCNC(\C(=C\C)\C)=O (E)-N-(4-((E)-3-(2,5-dimethoxyphenyl)acrylamido)butyl)-2-methylbut-2-enamide